4-[4-(2-amino-1-hydroxyethyl)pyrazol-1-yl]-3-(6-phenylpyridazin-4-yl)oxybenzonitrile NCC(O)C=1C=NN(C1)C1=C(C=C(C#N)C=C1)OC1=CN=NC(=C1)C1=CC=CC=C1